N-(6-((4-chloro-2-fluorophenyl)amino)-1H-indazol-3-yl)-4-(1-methylpiperidin-4-yl)benzamide ClC1=CC(=C(C=C1)NC1=CC=C2C(=NNC2=C1)NC(C1=CC=C(C=C1)C1CCN(CC1)C)=O)F